3-amino-N-(3-((1R,5S,8s)-8-amino-3-azabicyclo[3.2.1]octan-3-yl)pyridin-2-yl)-6-(6-morpholino-3-(trifluoromethyl)pyridin-2-yl)pyrazine-2-carboxamide NC=1C(=NC(=CN1)C1=NC(=CC=C1C(F)(F)F)N1CCOCC1)C(=O)NC1=NC=CC=C1N1C[C@H]2CC[C@@H](C1)C2N